NC=1OC2=C(C=NC=C2[C@@H]2C[C@H](O[C@H](C2)C)C(=O)N2[C@H](C3=C(C=C(C=C3CC2)Cl)Cl)C)N1 ((2S,4S,6S)-4-(2-aminooxazolo[4,5-c]pyridin-7-yl)-6-methyltetrahydro-2H-pyran-2-yl)((S)-6,8-dichloro-1-methyl-3,4-dihydroisoquinolin-2(1H)-yl)methanone